1-(2-(dimethylamino)-4-methylbenzyl)-3-(2-(thiophen-3-yl)ethyl)urea CN(C1=C(CNC(=O)NCCC2=CSC=C2)C=CC(=C1)C)C